(1S,2S)-2-(hydroxymethyl)cyclopropanecarboxylic acid ethyl ester C(C)OC(=O)[C@@H]1[C@H](C1)CO